Tert-butyl 6-(3-((6-methoxy-4-(4-(2-(4-(trifluoromethyl) phenyl) acetamido) phenyl) quinazolin-7-yl) oxy) propoxy)-2,6-diazaspiro[3.3]heptane-2-carboxylate COC=1C=C2C(=NC=NC2=CC1OCCCON1CC2(CN(C2)C(=O)OC(C)(C)C)C1)C1=CC=C(C=C1)NC(CC1=CC=C(C=C1)C(F)(F)F)=O